C(C)N1N=CC(=C1)C(C)N1CCC(CC1)C=1C=C2CN(C(C2=CC1)=O)C1C(NC(CC1)=O)=O 3-(5-(1-(1-(1-ethyl-1H-pyrazol-4-yl)ethyl)piperidin-4-yl)-1-oxoisoindolin-2-yl)piperidine-2,6-dione